1-benzyl-3-((dimethyl-(oxo)-lambda6-thioxo)amino)-2,5-dimethylpyridin-1-ium bromide [Br-].C(C1=CC=CC=C1)[N+]1=C(C(=CC(=C1)C)N=S(=O)(C)C)C